(S)-4-(4-(1-((5-(4-fluorophenoxy)pyridin-2-yl)amino)-1-oxopropan-2-yl)-2,2-dimethylpiperazine-1-carbonyl)-2-(hydroxymethyl)pyridine 1-oxide FC1=CC=C(OC=2C=CC(=NC2)NC([C@H](C)N2CC(N(CC2)C(=O)C2=CC(=[N+](C=C2)[O-])CO)(C)C)=O)C=C1